5-CYCLOPROPYL-2-ETHYL-PYRAZOL C1(CC1)C=1C=CN(N1)CC